C(C1=CC=CC=C1)(C1=CC=CC=C1)(C1=CC=CC=C1)N1C=CC=2C1=NC=C(N2)N[C@H]2CN(CC2)C(=O)OC(C)(C)C (R)-tert-Butyl 3-((5-trityl-5H-pyrrolo[2,3-b]pyrazin-2-yl)amino)pyrrolidine-1-carboxylate